Cl.FC(CCNN)(F)F 3,3,3-Trifluoropropylhydrazine hydrochloride